(Acetamidomethyl)Cysteine C(C)(=O)NCN[C@@H](CS)C(=O)O